6-chloro-N-(2,4-dimethoxybenzyl)-2,7-naphthyridin-1-amine ClC=1C=C2C=CN=C(C2=CN1)NCC1=C(C=C(C=C1)OC)OC